3-chloro-4-fluoro-2-methoxyaniline ClC=1C(=C(N)C=CC1F)OC